N,N'-bis(2,2,6,6-tetramethylpiperidin-4-yl)succinamide CC1(NC(CC(C1)NC(CCC(=O)NC1CC(NC(C1)(C)C)(C)C)=O)(C)C)C